COC1=C(C=CC=C1)NC=1N=C(C2=C(N1)C=CS2)NC2=C(S(C=C2)[2H])C(=O)NC 3-((2-((2-methoxyphenyl)amino)thieno[3,2-d]pyrimidin-4-yl)amino)-N-methylthiophene-2-carboxamide-1-d